N[S@](=NC(CC=1C(=C2COCC2=CC1C(C)C)C(C)C)=O)(=O)C1=NN(C=C1)C(C)C (R)-N-(amino(1-isopropyl-1H-pyrazol-3-yl)(oxo)-λ6-sulfaneylidene)-2-(4,6-diisopropyl-1,3-dihydro-isobenzofuran-5-yl)acetamide